ClC=1C(=CC(=NC1)NC([C@H](C)C1=CC(=NC=C1)C(C)(C)O)=O)C1=C2N(N=C1)CC(C2)(C)C (R)-N-(5-chloro-4-(5,5-dimethyl-5,6-dihydro-4H-pyrrolo[1,2-b]pyrazol-3-yl)pyridin-2-yl)-2-(2-(2-hydroxypropan-2-yl)pyridin-4-yl)propionamide